(2S,4R)-1-((S)-2-(3-(2-(2-aminoethoxy)ethoxy)propanamido)-3,3-dimethylbutanoyl)-4-hydroxy-N-((S)-1-(4-(4-methylthiazol-5-yl)phenyl)ethyl)pyrrolidine-2-carboxamide hydrochloride Cl.NCCOCCOCCC(=O)N[C@H](C(=O)N1[C@@H](C[C@H](C1)O)C(=O)N[C@@H](C)C1=CC=C(C=C1)C1=C(N=CS1)C)C(C)(C)C